FC(C=1C=C(C=C(C1)C(F)(F)F)B(OC(C)C)C1=CC(=CC(=C1)C(F)(F)F)C(F)(F)F)(F)F bis(3,5-bis(trifluoromethyl)phenyl)isopropoxyborane